sodium tryptophan diacetate C(CN([C@@H](CC1=CNC2=CC=CC=C12)C(=O)O)CC(=O)[O-])(=O)[O-].[Na+].[Na+]